3-(5-methyl-1,3-thiazol-2-yl)-5-[(2R)-tetrahydro-furan-2-ylmethoxy]-N-{(1R)-1-[2-(trifluoromethyl)pyrimidin-5-yl]ethyl}benzamide CC1=CN=C(S1)C=1C=C(C(=O)N[C@H](C)C=2C=NC(=NC2)C(F)(F)F)C=C(C1)OC[C@@H]1OCCC1